5'-Chloro-2'-hydroxyacetophenone ClC=1C=CC(=C(C1)C(C)=O)O